1-cyclohexen-1-yl(methyl)1-naphthyl(phenyl)-silane C1(=CCCCC1)C1(CC=CC2=CC=CC=C12)[SiH](C1=CC=CC=C1)C